(R)-2-(benzylthio)-6-chloro-4-(2-methylpyrrolidin-1-yl)pyridine C(C1=CC=CC=C1)SC1=NC(=CC(=C1)N1[C@@H](CCC1)C)Cl